3-(1-ethyl-2-methylindol-3-yl)-3-(2-Methyl-4-diethylaminophenyl)-7-azaphthalide C(C)N1C(=C(C2=CC=CC=C12)C1(OC(=O)C2=NC=CC=C12)C1=C(C=C(C=C1)N(CC)CC)C)C